6-formyl-4'-(methoxymethoxy)-2',6'-dimethylbiphenyl-3-carboxylic acid methyl ester COC(=O)C=1C=C(C(=CC1)C=O)C1=C(C=C(C=C1C)OCOC)C